NC1CN(CC1)S(=O)(=O)C=1C=C(C=CC1OC)C1=C(N=C(S1)NC(=O)C1CCCC1)C N-[5-[3-(3-aminopyrrolidin-1-yl)sulfonyl-4-methoxy-phenyl]-4-methyl-thiazol-2-yl]cyclopentanecarboxamide